2-(8-formyl-7-hydroxy-2-methyl-4-oxo-4H-chromen-3-yl)-N-(2-methoxyethyl)acetamide Methyl-1-(1-(4'-chloro-2'-methyl-[1,1'-biphenyl]-4-yl)butyl)-1H-imidazole-5-carboxylate COC(=O)C1=CN=CN1C(CCC)C1=CC=C(C=C1)C1=C(C=C(C=C1)Cl)C.C(=O)C=1C(=CC=C2C(C(=C(OC12)C)CC(=O)NCCOC)=O)O